(1-((6-(trifluoromethyl)pyridin-3-yl)methyl)-1H-imidazol-4-yl)methylamine FC(C1=CC=C(C=N1)CN1C=NC(=C1)CN)(F)F